CCCCCCCCCCCCCCCCCCCCCCCC(=O)N[C@@H](CO[C@H]1[C@@H]([C@H]([C@H]([C@H](O1)CO)O)O)O)[C@@H](CCCCCCCCCCCCCCC)O The molecule is a beta-D-galactosyl-(1<->1')-N-acylsphinganine in which the acyl group is specified as tetracosanoyl. It has a role as a mouse metabolite. It derives from a tetracosanoic acid.